N=1C(=CN2C1C=CC=C2)C=2C=C(C(=O)N1CCC(CC1)C=1C(=NC=CC1C(=O)N)NC1=CC=CC=C1)C=CC2 (1-(3-(imidazo[1,2-a]pyridin-2-yl)benzoyl)piperidin-4-yl)-2-(anilino)pyridine-4-carboxamide